BrC1=C2C=C(N(C2=CC=C1)CC(F)(F)F)C#N 4-bromo-1-(2,2,2-trifluoroethyl)-2-indolecarbonitrile